FC=1C=CC(=C(C1)C(/C=C(/C=O)\C)(CC=C(C)C)C)C (E)-4-(5-fluoro-2-methylphenyl)-2,4,7-trimethyloct-2,6-dienal